(E)-2-chloro-N'-((4-((5-chloropyridin-2-yl)oxy)benzoyl)oxy)acetamidine ClC/C(=N\OC(C1=CC=C(C=C1)OC1=NC=C(C=C1)Cl)=O)/N